4-(hydroxymethyl-d2)benzonitrile OC(C1=CC=C(C#N)C=C1)([2H])[2H]